1,2-di-(9Z,12Z-octadecadienoyl)-sn-glycero-3-phosphoserine CCCCC/C=C\C/C=C\CCCCCCCC(=O)OC[C@H](COP(=O)(O)OC[C@@H](C(=O)O)N)OC(=O)CCCCCCC/C=C\C/C=C\CCCCC